BrC1=C2C=NN(C2=CC(=C1CCCC(=O)O)Cl)C1OCCCC1 4-(4-Bromo-6-chloro-1-(tetrahydro-2H-pyran-2-yl)-1H-indazol-5-yl)butanoic acid